NC1N(CCCC1)C(NO)=N amino-(5R)-(N-hydroxycarbamimidoyl)piperidine